C(C)(C)(C)OC(=O)N1C[C@H](CCC1)O (3S)-3-hydroxy-piperidine-1-carboxylic acid tert-butyl ester